ethylphenyl-dithiocarbamic acid zinc [Zn].C(C)N(C(S)=S)C1=CC=CC=C1